NC1=CC(=C(C(=O)NC2=NC=CC(=N2)N2CCC(CC2)(F)F)C=C1)N1CCC2(CC2)CC1 4-amino-N-(4-(4,4-difluoropiperidin-1-yl)pyrimidin-2-yl)-2-(6-azaspiro[2.5]octan-6-yl)benzamide